3,7-dimethyl-oct-6-enal CC(CC=O)CCC=C(C)C